C1(CC1)C1=C(C=CC(=C1)Br)F 2-cyclopropyl-4-bromofluorobenzene